(n-propylcyclopentadienyl)(tetramethylcyclopentadienyl)hafnium C(CC)C1(C=CC=C1)[Hf]C1(C(=C(C(=C1)C)C)C)C